COC1=C(C=CC(=C1)OCCOC)NC1=CC=NC2=CC(=CC=C12)C=1CCN(CC1)C N-(2-methoxy-4-(2-methoxyethoxy)phenyl)-7-(1-methyl-1,2,3,6-tetrahydropyridin-4-yl)quinolin-4-amine